2-(2-hydroxyethyl)-2,3-dihydro-1H-pyrrolo[3,4-c]pyridin-1-one OCCN1CC=2C=NC=CC2C1=O